1-(3,4-difluorophenyl)-2-methylpropan-2-amine FC=1C=C(C=CC1F)CC(C)(N)C